N2,N4-bis(3,3-difluorocyclobutyl)-6-(6-(1,1-difluoroethyl)pyridin-2-yl)-1,3,5-triazine-2,4-diamine FC1(CC(C1)NC1=NC(=NC(=N1)NC1CC(C1)(F)F)C1=NC(=CC=C1)C(C)(F)F)F